N-(5-(4-(diethylcarbamoyl)-1H-1,2,3-triazol-1-yl)-4-fluoro-2-((3S,5R)-3,4,5-trimethylpiperazin-1-yl)phenyl)-6-fluoro-4-(trifluoromethyl)nicotinamide C(C)N(C(=O)C=1N=NN(C1)C=1C(=CC(=C(C1)NC(C1=CN=C(C=C1C(F)(F)F)F)=O)N1C[C@@H](N([C@@H](C1)C)C)C)F)CC